5'-chlorospiro[cyclopentane-1,3'-pyrrolo[3,2-b]pyridin] ClC1=CC=C2C(=N1)C1(C=N2)CCCC1